N1CC(C1)CN1CCC(CC1)C=1C=C2C(N(C(C2=CC1F)=O)C1C(NC(CC1)=O)=O)=O 5-(1-(azetidin-3-ylmethyl)piperidin-4-yl)-2-(2,6-dioxopiperidin-3-yl)-6-fluoroisoindoline-1,3-dione